O1CCC(=CC1)C1=C(C=C(C=C1)C[C@@H](C(=O)O)O)F (2S)-3-[4-(3,6-dihydro-2H-pyran-4-yl)-3-fluorophenyl]-2-hydroxypropanoic acid